2,3,4,5-tetrahydroxypentanoic acid OC(C(=O)O)C(C(CO)O)O